(3-methylphenyl)(2,4,6-trimethylphenyl)iodonium trifluoromethanesulfonate FC(S(=O)(=O)[O-])(F)F.CC=1C=C(C=CC1)[I+]C1=C(C=C(C=C1C)C)C